N-((3S,4R)-1-(4-aminobutanoyl)-3-methylpiperidin-4-yl)-7-methyl-1H-indole NCCCC(=O)N1C[C@@H]([C@@H](CC1)N1C=CC2=CC=CC(=C12)C)C